(E)-5-(N-(2-(4-(but-2-enoyl)piperazin-1-yl)phenyl)-N-phenethylsulfamoyl)-3-methylbenzofuran-2-carboxylic acid ethyl ester C(C)OC(=O)C=1OC2=C(C1C)C=C(C=C2)S(N(CCC2=CC=CC=C2)C2=C(C=CC=C2)N2CCN(CC2)C(\C=C\C)=O)(=O)=O